tert-butyl N-[2-[[3-[2-(cyclopropoxy)-3-pyridyl]-6-fluoro-pyrazolo[1,5-a]pyrimidin-5-yl]amino]ethyl]carbamate C1(CC1)OC1=NC=CC=C1C=1C=NN2C1N=C(C(=C2)F)NCCNC(OC(C)(C)C)=O